Adipoylcarnitine C[N+](C)(C)CC(CC(=O)[O-])OC(=O)CCCCC(=O)O